(2S)-2-{[(2H-1,3-Benzodioxol-5-yl)methyl]amino}-5,5-dimethylhexanoic acid O1COC2=C1C=CC(=C2)CN[C@H](C(=O)O)CCC(C)(C)C